2-[4-({[4-(Phenylmethoxy)phenyl]amino}carbonyl)-1,5-dimethyl-1H-pyrrol-2-yl]-4-fluoro-5-methoxybenzoic acid C1(=CC=CC=C1)COC1=CC=C(C=C1)NC(=O)C=1C=C(N(C1C)C)C1=C(C(=O)O)C=C(C(=C1)F)OC